Ethyl 4-(4-((4-bromo-4'-chloro-[1,1'-biphenyl]-2-yl)(hydroxy)methyl)piperidin-1-yl)benzoate BrC1=CC(=C(C=C1)C1=CC=C(C=C1)Cl)C(C1CCN(CC1)C1=CC=C(C(=O)OCC)C=C1)O